ClC1=CC=C(C=C1)[C@H](C)N (S)-1-(4-chlorophenyl)-ethan-1-amine